3-Oxobutyrate O=C(CC(=O)[O-])C